3-[3-[(3R,9aS)-3-(3-chloro-4-fluoro-phenyl)-3,4,6,7,9,9a-hexahydro-1H-pyrazino[2,1-c][1,4]oxazine-8-carbonyl]-2-chloro-phenyl]-1H-pyrazole-5-carbonitrile ClC=1C=C(C=CC1F)[C@@H]1CN2[C@H](CO1)CN(CC2)C(=O)C=2C(=C(C=CC2)C2=NNC(=C2)C#N)Cl